1-(4-methyl-3-nitrophenyl)-3-(4-(trifluoromethyl)phenyl)-1H-pyrazolo[3,4-b]pyridine CC1=C(C=C(C=C1)N1N=C(C=2C1=NC=CC2)C2=CC=C(C=C2)C(F)(F)F)[N+](=O)[O-]